[(R)-[(2S,3S,4R,5R)-5-(4-chloropyrrolo[2,3-d]pyrimidin-7-yl)-3,4-dihydroxy-tetrahydrofuran-2-yl]-[4-(trifluoromethyl)phenyl]methyl] 4-phenylbenzoate C1(=CC=CC=C1)C1=CC=C(C(=O)O[C@H](C2=CC=C(C=C2)C(F)(F)F)[C@H]2O[C@H]([C@@H]([C@@H]2O)O)N2C=CC3=C2N=CN=C3Cl)C=C1